O1C[C@@H](CCC1)NC(=O)C=1N=C2N(C=CC=C2C2=C(C=CC=C2)OCC(F)(F)F)C1 |o1:2| (R or S)-N-(tetrahydro-2H-pyran-3-yl)-8-(2-(2,2,2-trifluoroethoxy)phenyl)imidazo[1,2-a]pyridine-2-carboxamide